tert-Butyl N-[(2R,3R)-2,3-dihydroxy-4-(4-methoxyanilino)butyl]carbamate O[C@H](CNC(OC(C)(C)C)=O)[C@@H](CNC1=CC=C(C=C1)OC)O